NC1=CC=C(C=C1)C1=C(C(=NO1)C)NC(O[C@H](C)C1=C(C=CC=C1)Cl)=O (R)-1-(2-chlorophenyl)ethyl (5-(4-aminophenyl)-3-methylisoxazol-4-yl)carbamate